FC1=C(C=C(C=C1)[N+](=O)[O-])NC1=NC(=NC=C1C=1C=C2C=CN(C2=CC1)C(=O)OC(C)(C)C)NC=1C=NN(C1)C tert-butyl 5-{4-[(2-fluoro-5-nitrophenyl)amino]-2-[(1-methyl-1H-pyrazol-4-yl)amino]pyrimidin-5-yl}-1H-indole-1-carboxylate